methyl N-((4-ethynylphenyl)sulfonyl)-3-(4-fluorophenyl)-4-phenyl-4,5-dihydro-1H-pyrazole-1-carbimidothioate C(#C)C1=CC=C(C=C1)S(=O)(=O)N=C(SC)N1N=C(C(C1)C1=CC=CC=C1)C1=CC=C(C=C1)F